Cl.C(C(C)(C)C)N1N=CC=2CNCCC21 1-neopentyl-4,5,6,7-tetrahydro-1H-pyrazolo[4,3-c]pyridine hydrochloride